C(C)(C)(C)OC(=O)N[C@@H](CC1=CC=C(C=C1)O)C(=O)OC1CCCC1 cyclopentyl (tert-butoxycarbonyl)-L-tyrosinate